CC1(COC1)OC1=CC=C(C=C1)C(C)O 1-(4-((3-methyloxetan-3-yl)oxy)phenyl)ethan-1-ol